C(#N)C1=CC=C(C=C1)NCC1=NC2=C(N1C)C=CC(=C2)C(=O)O 2-{[(4-cyanophenyl)amino]methyl}-1-(methyl)benzimidazole-5-carboxylic acid